tert-butyl 2-(4-((3-(1-cyclopropyl-3-methoxy-3-oxopropyl) phenoxy) methyl) piperidin-1-yl)-4-methoxybenzoate C1(CC1)C(CC(=O)OC)C=1C=C(OCC2CCN(CC2)C2=C(C(=O)OC(C)(C)C)C=CC(=C2)OC)C=CC1